Propane-1-sulfonic acid (3-{[5-(5-chloro-1H-pyrrolo[2,3-b]pyridin-3-ylmethyl)-pyridin-2-ylamino]-methyl}-2,4-difluoro-phenyl)-amide ClC=1C=C2C(=NC1)NC=C2CC=2C=CC(=NC2)NCC=2C(=C(C=CC2F)NS(=O)(=O)CCC)F